ClC=1C=NC(=C2C(C=C(N(C12)C1=C(C=CC=C1Cl)Cl)C)=O)NC1=NN=NN1C 8-chloro-1-(2,6-dichlorophenyl)-2-methyl-5-((1-methyl-1H-tetrazol-5-yl)amino)-1,6-naphthyridin-4(1H)-one